[Li].NC1=CC(=C(C=C1)C(CCCC)O)C1=NN=NN1 1-(4-Amino-2-(1H-tetrazol-5-yl)phenyl)pentan-1-ol lithium salt